FC=1C=C2C(=NNC2=CC1OCCOC)C1=CC(=NO1)C1=CC=C(C=C1)C(=O)N1CC(C1)N1[C@H](COCC1)C 5-Fluoro-6-(2-methoxyethoxy)-3-[3-(4-{3-[(3S)-3-methylmorpholin-4-yl]azetidin-1-carbonyl}phenyl)-1,2-oxazol-5-yl]-1H-indazol